5-[3-[(1S)-2,2-difluoro-1-(2-pyridyl)ethoxy]-1-methyl-pyrazolo[3,4-c]pyridazin-5-yl]-1H-pyrimidine-2,4-dione FC([C@@H](OC1=NN(C2=NN=C(C=C21)C=2C(NC(NC2)=O)=O)C)C2=NC=CC=C2)F